1-(4-((5-(tert-butyl)-2-nitrophenyl)amino)piperidin-1-yl)-2-(4-(trifluoromethyl)phenyl)ethanone C(C)(C)(C)C=1C=CC(=C(C1)NC1CCN(CC1)C(CC1=CC=C(C=C1)C(F)(F)F)=O)[N+](=O)[O-]